CS(=O)(=O)[O-].C(CCCC)[NH+]1C=C(C=C1)CCC 1-pentyl-3-propylpyrrolium methanesulfonate